NC=1C=C2CCC(CC2=CC1)=O 6-amino-3,4-dihydronaphthalen-2(1H)-one